2-[3-methyl-2-[[(E)-[3,3,3-trifluoro-1-[3-trifluoromethylphenyl]propylidene]amino]oxymethyl]phenyl]acetamide CC=1C(=C(C=CC1)CC(=O)N)CO/N=C(\CC(F)(F)F)/C1=CC(=CC=C1)C(F)(F)F